(S)-N-((S)-1-(6-chloro-1,3-dihydroisobenzofuran-4-yl)-3-(1,3-dioxane-2-yl)propyl)-2-methylpropane-2-sulfinamide ClC1=CC(=C2COCC2=C1)[C@H](CCC1OCCCO1)N[S@@](=O)C(C)(C)C